ClC1=NC(=CC(=C1)C1(CC(C1)OC)C1=NN=CN1C)OC1CCCC1 2-chloro-6-(cyclopentyloxy)-4-(3-methoxy-1-(4-methyl-4H-1,2,4-triazol-3-yl)cyclobutyl)pyridine